5-[2-isopropyl-6-[4-[(3-piperazin-1-ylphenyl)methyl]piperazin-1-yl]-3-pyridyl]-1,3-dimethyl-pyridin-2-one C(C)(C)C1=NC(=CC=C1C=1C=C(C(N(C1)C)=O)C)N1CCN(CC1)CC1=CC(=CC=C1)N1CCNCC1